N-(2-hexanoyloxyethyl)methacrylamide C(CCCCC)(=O)OCCNC(C(=C)C)=O